(±)-2-methyl-N-(3-(3-(trifluoromethyl)phenyl)oxetan-3-yl)propane-2-sulfinamide CC(C)(C)[S@@](=O)NC1(COC1)C1=CC(=CC=C1)C(F)(F)F |r|